S(=O)(=O)(C)C1=CC=C(CC2CC3(CN(C3)C(=O)N3CC4(C3)CC(C4)C4=NC(=NN4)C(F)(F)F)C2)C=C1 [6-(4-mesylbenzyl)-2-azaspiro[3.3]heptan-2-yl]-[6-[3-(trifluoromethyl)-1H-1,2,4-triazol-5-yl]-2-azaspiro[3.3]heptan-2-yl]methanone